[3-(2-chloro-5-fluorophenyl)-1-oxo-2,3-dihydro-1H-pyrrolo[3,4-f]isoquinolin-4-yl]-5-fluoro-3-(trifluoromethyl)benzamide ClC1=C(C=C(C=C1)F)C1NC(C2=C3C=CN=CC3=CC(=C21)C2=C(C(=O)N)C=C(C=C2C(F)(F)F)F)=O